1-(3-formyl-4-nitro-phenyl)cyclopropanecarbonitrile C(=O)C=1C=C(C=CC1[N+](=O)[O-])C1(CC1)C#N